C1(=CC=C(C=C1)C(=O)OCCOCCOCC)C 2-(2-ethoxyethoxy)ethyl p-toluate